BrC=1C(=C(C=NC1)OC=1SC(=CN1)C)C 2-[(5-bromo-4-methyl-3-pyridinyl)oxy]-5-methyl-thiazole